(S)-6-butyl-2-phenyl-5,6-dihydro-4H-1,3-selenazin-4-one C(CCC)[C@H]1CC(N=C([Se]1)C1=CC=CC=C1)=O